ClCC1=NC=CC(=N1)N 2-(chloromethyl)pyrimidin-4-amine